O\N=C\C1=CCC(CC1)C(COC)(C)O 2-{4-[(E)-(Hydroxyimino)methyl]-3-cyclohexen-1-yl}-1-methoxy-2-propanol